methyl-3-[2-[4-(7-bromo-8-chloro-4-oxo-chromen-2-yl)-2-methyl-phenoxy]ethoxy]cyclobutanecarboxylic acid CC1(CC(C1)OCCOC1=C(C=C(C=C1)C=1OC2=C(C(=CC=C2C(C1)=O)Br)Cl)C)C(=O)O